FC1(CCN(CC1)C(=O)OC(C)(C)C)C=O tert-butyl 4-fluoro-4-formyl-piperidine-1-carboxylate